N1C(=NCCC1)N[C@@H]1CN(CCC1)C1=CC=C(C(=O)N)C=C1 4-((S)-3-((1,4,5,6-tetrahydropyrimidin-2-yl)amino)piperidin-1-yl)benzamide